NC1CCC(CC1)C1=NN=C(S1)C=1C(=CC(=NC1)C1=CC=C2N1N=CC(=C2)C#N)NC 7-(5-(5-((1r,4r)-4-aminocyclohexyl)-1,3,4-thiadiazol-2-yl)-4-(methylamino)pyridin-2-yl)pyrrolo[1,2-b]pyridazine-3-carbonitrile